ClC1=CC(=C(CN2N=CC(=C2)B2OC(C(O2)(C)C)(C)C)C=C1)F 1-(4-chloro-2-fluorobenzyl)-4-(4,4,5,5-tetramethyl-1,3,2-dioxaborolan-2-yl)-1H-pyrazole